S(=O)(=O)(O)CCCCN(C1=CC(=CC=C1)C)CCCCS(=O)(=O)O N,N-bis(4-sulfobutyl)-m-toluidine